4-(4-(2,2-difluoroethyl)piperazin-2-yl)benzoate FC(CN1CC(NCC1)C1=CC=C(C(=O)[O-])C=C1)F